CP(=O)(C)C1=C(C=NC=C1)NC1=C(C=CC=C1)F 4-(dimethylphosphoryl)-N-(2-fluorophenyl)pyridin-3-amine